tert-butyl (3S)-3-({5-[2-(1,1-difluoroethyl)-1-methyl-1H-imidazol-4-yl]-6-methylpyridin-2-yl}amino)pyrrolidine-1-carboxylate FC(C)(F)C=1N(C=C(N1)C=1C=CC(=NC1C)N[C@@H]1CN(CC1)C(=O)OC(C)(C)C)C